N-[5-fluoro-2-(2,2,2-trifluoroethoxy)pyrimidin-4-yl]-6,6-dimethyl-1,4,5,6-tetrahydropyrrolo[3,4-c]pyrazol-3-amine FC=1C(=NC(=NC1)OCC(F)(F)F)NC=1C2=C(NN1)C(NC2)(C)C